2,2'-(1,2-ethanediyl-dioxy)bisethanethiol C(COCCS)OCCS